ClC1=C(C=C(C=N1)C=1C=C(C=2N(C1)C=CN2)C)CC 6-(6-chloro-5-ethyl-3-pyridyl)-8-methyl-imidazo[1,2-a]pyridine